ClC1=C(C=C(C=C1)S(=O)(=O)NC=1C(=NC=C(C1)C)OC1=CC=C(C=C1)NC(C(=C)F)=O)C(F)(F)F N-(4-((3-((4-chloro-3-(trifluoromethyl)phenyl)sulfonamido)-5-methylpyridin-2-yl)oxy)phenyl)-2-fluoroacrylamide